F[C@@H]1C[C@@](C[C@H]1NS(=O)(=O)C)(C(=O)[O-])CC1=CC(=C(C=C1)F)C1=NC=C(C=N1)F (1R,3R,4R)-3-fluoro-1-(4-fluoro-3-(5-fluoropyrimidin-2-yl)benzyl)-4-(methylsulfonamido)cyclopentane-1-carboxylate